Ethyl (S,E)-2'-oxo-5'-(2,2,5-trimethyl-4-oxo-3,8,11,14-tetraoxa-5-azaheptadec-16-en-17-yl)-1',2',5,7-tetrahydrospiro[cyclopenta[b]pyridine-6,3'-pyrrolo[2,3-b]pyridine]-3-carboxylate O=C1[C@@]2(C=3C(=NC=C(C3)/C=C/COCCOCCOCCN(C(OC(C)(C)C)=O)C)N1)CC=1C(=NC=C(C1)C(=O)OCC)C2